4-[(2-cyclopropylethyl)[(1r,4r)-4-[3-(trifluoromethyl)azetidin-1-yl]cyclohexyl]amino]-1-oxo-3H-isoindol-2-ylpiperidine-2,6-dione C1(CC1)CCN(C1=C2CN(C(C2=CC=C1)=O)N1C(CCCC1=O)=O)C1CCC(CC1)N1CC(C1)C(F)(F)F